ClC1=CC(=C(N=N1)N1CCC2(CC2)CC1)C(=O)OC methyl 6-chloro-3-(6-azaspiro[2.5]octan-6-yl)pyridazine-4-carboxylate